CN(CCN1[C@H](CCC1)C=1C=NC=CC1)C |o1:5| (R) or (S)-1-(2-dimethylaminoethyl)-2-(3-pyridyl)pyrrolidine